FC(S(=O)(=O)[O-])(F)F.N1C=[NH+]C=C1 imidazolium trifluoromethanesulfonate salt